C(C)(C)(C)[Si](OCCC(F)(F)F)(C)C 2-(tert-butyl-dimethyl-siloxy)ethyl-trifluoromethane